4-(1H-indol-2-yl)-N-isopropoxy-2-carbonyl-5-pentyl-2,5-dihydrofuran-3-carboxamide N1C(=CC2=CC=CC=C12)C1=C(C(OC1CCCCC)=C=O)C(=O)NOC(C)C